C1(CCC1)C=1C(=NN2C1C(=CC=C2)F)NC(CC(C)(C)O)=O N-(3-cyclobutyl-4-fluoropyrazolo[1,5-a]pyridin-2-yl)-3-hydroxy-3-methylbutanamide